C(=O)O.C1(CC1)C=1C=C(C=2N(C1)C=C(N2)CNC2=CC(=NC=C2)NC(CC2=NC=CC(=C2F)OC)=O)N2C(CCC2)=O N-(4-(((6-cyclopropyl-8-(2-oxopyrrolidin-1-yl)imidazo[1,2-a]pyridin-2-yl)methyl)amino)pyridin-2-yl)-2-(3-fluoro-4-methoxypyridin-2-yl)acetamide formic acid salt